Henicosyl ((((2R,3S,5R)-5-(6-amino-2-fluoro-9H-purin-9-yl)-2-ethynyl-3-hydroxy-tetrahydrofuran-2-yl)meth-oxy)(phenoxy)phosphoryl)-L-phenylalaninate NC1=C2N=CN(C2=NC(=N1)F)[C@H]1C[C@@H]([C@@](O1)(C#C)COP(=O)(OC1=CC=CC=C1)N[C@@H](CC1=CC=CC=C1)C(=O)OCCCCCCCCCCCCCCCCCCCCC)O